methyl (2R,6R)-4-((R)-1-(2,6-difluorophenyl)-3-hydroxypropyl)-1-isobutyryl-6-methylpiperazine-2-carboxylate FC1=C(C(=CC=C1)F)[C@@H](CCO)N1C[C@@H](N([C@@H](C1)C)C(C(C)C)=O)C(=O)OC